4-(((2Z)-5-((4-methoxynaphthalene-1-yl)methylene)-4-oxo-3-phenylthiazolidin-2-ylidene)amino)benzenesulphonamide COC1=CC=C(C2=CC=CC=C12)C=C1C(N(/C(/S1)=N/C1=CC=C(C=C1)S(=O)(=O)N)C1=CC=CC=C1)=O